CN1C(CN(C(C1)C=1SC2=C(N1)C=C(C=C2)B2OC(C(O2)(C)C)(C)C)C)=O 1,4-dimethyl-5-[5-(4,4,5,5-tetramethyl-1,3,2-dioxaborolan-2-yl)-1,3-benzothiazol-2-yl]piperazin-2-one